FC(C1=CC=C(C=C1)N1N=NC(=C1COC1=CC=C(N=N1)N1C(NCC1)=O)C)F 1-(6-((1-(4-(Difluoromethyl)phenyl)-4-methyl-1H-1,2,3-triazol-5-yl)methoxy)pyridazine-3-yl)imidazolidin-2-one